(E)-N-(4-chlorophenyl)-4-((2-nicotinoylhydrazono)methyl)benzamide ClC1=CC=C(C=C1)NC(C1=CC=C(C=C1)/C=N/NC(C1=CN=CC=C1)=O)=O